C(C)(C)(C)OC(=O)N1C[C@H]([C@@H](C1)C1=CC=CC=C1)C(=O)O |r| (±)-trans-1-(tert-butoxycarbonyl)-4-phenylpyrrolidine-3-carboxylic acid